FC1([C@@H](C1)NC(C1=C(C=C(C=C1OC)C=1N(N=C2C=C(C=C(C12)C(F)F)C=1C=NN(C1)C[C@@H]1C[C@@H](C1)O)C)OC(F)F)=O)F N-[(1R)-2,2-difluorocyclopropyl]-2-(difluoromethoxy)-4-[4-(difluoromethyl)-6-[1-[(cis-3-hydroxycyclobutyl)methyl]pyrazol-4-yl]-2-methylindazol-3-yl]-6-methoxybenzamide